ethyl 2-chloro-4-((1-hydroxyhex-3-yl) amino)-1,5-naphthyridine-3-carboxylate ClC1=NC2=CC=CN=C2C(=C1C(=O)OCC)NC(CCO)CCC